ClC1=CC(=CC(=N1)N1C(C2=CC(=CC=C2C1)C1(COC1)CC1=NN=CN1C)=O)C(C)NCC1CCC1 2-(6-Chloro-4-(1-((cyclobutylmethyl)amino)ethyl)pyridin-2-yl)-6-(3-((4-methyl-4H-1,2,4-triazol-3-yl)methyl)oxetan-3-yl)isoindolin-1-one